ClC1=CC(=NC(=C1O)Cl)C(=O)NC1=C2C(N(C(=NC2=C(C=C1)C)C([2H])([2H])[2H])CC1=C(C=CC=C1)C(F)(F)F)=O 4,6-dichloro-5-hydroxy-N-(8-methyl-2-(methyl-d3)-4-oxo-3-(2-(trifluoromethyl)benzyl)-3,4-dihydroquinazolin-5-yl)picolinamide